1-(5-chloro-1H-indol-3-yl)-3-(4-((4,4-difluorocyclohexyl)methyl)phenyl)urea ClC=1C=C2C(=CNC2=CC1)NC(=O)NC1=CC=C(C=C1)CC1CCC(CC1)(F)F